BrC=1C=C(NC1C)C(=O)OCC ethyl 4-bromo-5-methyl-1H-pyrrole-2-carboxylate